OC1=CC=C(C=C1)[C@@H]1OC2=C([C@H]1C(=O)OCCC)C=C(C=C2)\C=C\C(=O)OC(C)C propyl (2R,3R)-2-(4-hydroxyphenyl)-5-((E)-3-isopropoxy-3-oxoprop-1-en-1-yl)-2,3-dihydrobenzofuran-3-carboxylate